O1N=C(C=N1)O furazanol